Cis-3-methyl-N-(4-methyl-3-(5-(trifluoromethyl)-1,2,4-triazin-3-yl)phenyl)-6-azabicyclo[3.1.1]heptane-6-carboxamide CC1CC2N(C(C1)C2)C(=O)NC2=CC(=C(C=C2)C)C=2N=NC=C(N2)C(F)(F)F